(2R,3R,4R,5S)-3,4,5-tris(benzyloxy)-1-((4,4-difluorocyclohexyl)methyl)-2-methylpiperidine C(C1=CC=CC=C1)O[C@@H]1[C@H](N(C[C@@H]([C@H]1OCC1=CC=CC=C1)OCC1=CC=CC=C1)CC1CCC(CC1)(F)F)C